CCCCCCCCCCCCCCCCCCCCCC(=O)OC[C@@H]1[C@H]([C@@H]([C@H]([C@H](O1)O[C@@H]2[C@@H]([C@H]([C@@H]([C@H](O2)COC(=O)CCCCCCCCCCCCCCCCCCCCC)O)O)O)O)O)O 6,6'-dibehenoyl-α,α'-trehalose